CC(C(=O)OCC)C(C(=O)OCC)=O 1,4-diethyl 2-methyl-3-oxobutanedioate